(1s,2s)-2-aminocyclohexan-1-ol N[C@@H]1[C@H](CCCC1)O